7-((4-(4-fluoropiperidin-1-yl)phenyl)amino)-2H-pyrido[3,2-b][1,4]oxazin-3(4H)-one FC1CCN(CC1)C1=CC=C(C=C1)NC1=CC=2OCC(NC2N=C1)=O